6,6'-(5-phenoxy-1,3-phenylene)bis(oxy)bis(5-methyl-3-pyridinol) O(C1=CC=CC=C1)C=1C=C(C=C(C1)OC1=C(C=C(C=N1)O)C)OC1=C(C=C(C=N1)O)C